C1(=CC=CC=C1)C1CCCC=2N1C1=C(N2)C=CC(=C1)C=1C=NC(=NC1)C(C)(C)O 2-(5-(1-phenyl-1,2,3,4-tetrahydrobenzo[4,5]imidazo[1,2-a]pyridin-8-yl)pyrimidin-2-yl)propan-2-ol